2-(3-((4-chlorophenyl)(2-(trifluoromethyl)phenyl)methoxy)azetidine-1-carboxamido)-2-methylpropanoic acid ClC1=CC=C(C=C1)C(OC1CN(C1)C(=O)NC(C(=O)O)(C)C)C1=C(C=CC=C1)C(F)(F)F